8-bromo-2-(3-bromoprop-1-yn-1-yl)-3-((trifluoromethyl)thio)indolizine BrC1=CC=CN2C(=C(C=C12)C#CCBr)SC(F)(F)F